(S)-2-((4-((6-((4-cyano-2-fluorophenoxy)methyl)pyridin-2-yl)methoxy)piperidin-1-yl)methyl)-1-(oxetan-2-ylmethyl)-1H-benzo[d]imidazole-6-carboxylic acid methyl ester COC(=O)C=1C=CC2=C(N(C(=N2)CN2CCC(CC2)OCC2=NC(=CC=C2)COC2=C(C=C(C=C2)C#N)F)C[C@H]2OCC2)C1